CC=1C(=NOC1C)N(S(=O)(=O)C=1C(=CC=CC1)C1=C(C=C(C=C1)C=O)COCC)COC N-(4,5-dimethylisoxazol-3-yl)-2'-(ethoxymethyl)-4'-Formyl-N-(methoxymethyl)-[1,1'-biphenyl]-2-sulfonamide